8-(4-chloro-2-fluorophenyl)-2,3-dimethyl-6-(2-(trifluoromethyl)-5,6-dihydro-[1,2,4]triazolo[1,5-a]pyrazin-7(8H)-yl)pyrimido[5,4-d]pyrimidin-4(3H)-one ClC1=CC(=C(C=C1)C1=NC(=NC2=C1N=C(N(C2=O)C)C)N2CC=1N(CC2)N=C(N1)C(F)(F)F)F